Cl.NC/C(/CN1N=C2N(C=C(C=C2)Br)C1=O)=C\F 2-[(2E)-2-(aminomethyl)-3-fluoroprop-2-en-1-yl]-6-bromo[1,2,4]triazolo[4,3-a]pyridin-3(2H)-one hydrochloride